C1(CC1)C=1OC(=C(N1)C)C=O (2-cyclopropyl-4-methyloxazol-5-yl)methanone